C(C)(=O)OC[C@H]1O[C@H]([C@@H]([C@H]([C@@H]1OC(C)=O)OC(C)=O)NC(C)=O)OC1=C(C(=CC(=C1)OC)OC)C(\C=C\C1=CC=C(C=C1)OC)=O [(2R,3S,4R,5R,6S)-5-Acetamido-3,4-diacetyloxy-6-[3,5-dimethoxy-2-[(E)-3-(4-methoxyphenyl)prop-2-enoyl]phenoxy]oxan-2-yl]methyl acetate